2,3-dihydro-1lambda6,5-benzothiazepin-4-one [SH3]=1CCC(N=C2C1C=CC=C2)=O